(6R,8aS)-6-(8-Amino-1-{4-[(1S)-1-(3-cyclobutylphenyl)-1-hydroxyethyl]phenyl}imidazo[1,5-a]-pyrazin-3-yl)hexahydroindolizin-3(2H)-on NC=1C=2N(C=CN1)C(=NC2C2=CC=C(C=C2)[C@](C)(O)C2=CC(=CC=C2)C2CCC2)[C@H]2CN1C(CC[C@@H]1CC2)=O